N12CCCC(CC1)C2.[N] nitrogen azabicyclo[3.2.1]octane